6-chloro-2-((2-(1-methylpyrrolidin-2-yl)ethyl)thio)-1,4-dihydroquinazoline dihydrochloride Cl.Cl.ClC=1C=C2CN=C(NC2=CC1)SCCC1N(CCC1)C